FC(CNC(=O)C1=CC=2N(C=C1NC(C1=NC(=CC=C1)C(F)(F)F)=O)C=C(N2)C2CCOCC2)F N-(2,2-difluoroethyl)-2-(tetrahydro-2H-pyran-4-yl)-6-(6-(trifluoromethyl)picolinamido)imidazo[1,2-a]pyridine-7-carboxamide